1-(2-chloropyridin-4-yl)-3-methylcyclobutanecarboxylic acid ClC1=NC=CC(=C1)C1(CC(C1)C)C(=O)O